3-(5-bromo-1H-indol-3-yl)-2,2-dimethylpropan-1-ol BrC=1C=C2C(=CNC2=CC1)CC(CO)(C)C